S(=O)(=O)(O)CCCOC1=CC=C(C=C1)CCCCCCCCC 4-nonylphenyl 3-sulfopropyl ether